2-(4-((3-Isopropyl-2-(8-methyl-[1,2,4]triazolo[1,5-a]pyridin-6-yl)-1H-indol-5-yl)oxy)piperidin-1-yl)-N,N-dimethylacetamid C(C)(C)C1=C(NC2=CC=C(C=C12)OC1CCN(CC1)CC(=O)N(C)C)C=1C=C(C=2N(C1)N=CN2)C